2-bromo-N-(4-morpholinyl-pyrimidine-2-yl)-4-fluoro-5-nitrobenzamidine BrC1=C(C(=N)NC2=NC=CC(=N2)N2CCOCC2)C=C(C(=C1)F)[N+](=O)[O-]